tert-butyl 13-chloro-14-fluoro-17-methylsulfanyl-10-oxa-2,12,16,18,20-pentazapentacyclo[9.7.1.14,7.02,8.015,19]icosa-1(18),11,13,15(19),16-pentaene-20-carboxylate ClC=1N=C2OCC3C4CCC(CN3C3=NC(=NC(C1F)=C32)SC)N4C(=O)OC(C)(C)C